C(CC)(=O)OC(C(Br)(Br)Br)=O (2,2,2-tribromoacetyl) propanoate